N[C@H](C(=O)NC(C1=CC=C(C=C1)OC)C1=C(C=C(C=C1)OCCCCCCCCCCCCCCCCCCCCCC)OCCCCCCCCCCCCCCCCCCCCCC)CCCC1=CC(=CC(=C1)C)C (2S)-2-Amino-N-((2,4-bis(docosyloxy)phenyl)(4-methoxyphenyl)methyl)-5-(3,5-dimethylphenyl)pentanamide